CC1CN=C(CC1)C1=CC2=C(NC=N2)C=C1 5-(3-methyl-2,3,4,5-tetrahydropyridin-6-yl)-1H-benzimidazole